OC(CCCCCCCCCCCCCCCC(=O)O)CC=CCC=CCCC 17-Hydroxy-hexacosa-19,22-dienoic acid